6-chloro-4-(difluoromethyl)-2-methylpyridazine-3(2H)-one ClC=1C=C(C(N(N1)C)=O)C(F)F